CC1(OB(OC1(C)C)C=1C=C(C=CC1)CCC(=O)[O-])C 3-[3-(4,4,5,5-tetramethyl-1,3,2-dioxaborolan-2-yl)phenyl]propanoate